C(#N)C=1C=C2C(=CNC2=CC1)C1C(CCCC1)=O 2-[5-cyano-(3-indolyl)]cyclohexanone